4-[3-hydroxy-(4-methylpiperazin-1-yl)-4,5,6,7-tetrahydroindazol-2-yl]-benzonitrile OC=1N(N=C2CCCC(C12)N1CCN(CC1)C)C1=CC=C(C#N)C=C1